mono-sec-butoxytris(ethoxyacetoacetyl)zirconium C(C)(CC)O[Zr](C(CC(=O)COCC)=O)(C(CC(=O)COCC)=O)C(CC(=O)COCC)=O